COC(C(C(=O)O)(C)C)=O.ClC=1C(=C(C=CC1)NC(=O)C1=CC(=CC=2NC(=NC21)NC2CCCC2)NC(=O)C2=C(C=CC=C2)C(F)(F)F)C N-(3-chloro-2-methylphenyl)-2-(cyclopentylamino)-6-({[2-(trifluoromethyl)phenyl]carbonyl}amino)-1H-benzimidazole-4-carboxamide methylmethylmethylmalonate